C(C1=CN=CC=C1)(=O)N nicotinic ACID AMIDE